C(C1=CC=CC=C1)N1C=CC2=CC=CC=C12 benzyl-1H-indole